(2S)-3-(2-chlorophenoxy)-2-[9H-fluoren-9-yl-methoxycarbonyl-(methyl)amino]propanoic acid ClC1=C(OC[C@@H](C(=O)O)N(C)C(=O)OCC2C3=CC=CC=C3C=3C=CC=CC23)C=CC=C1